N1(CCC1)C1=C(C=C2C(=N1)N=C(O2)N2CCOCC2)[N+](=O)[O-] 5-(azetidin-1-yl)-2-morpholino-6-nitrooxazolo[4,5-b]pyridine